C[C@H](CCC(=O)O)CC (S)-4-METHYLHEXANOIC ACID